C(C)(=O)N1CCC2(CC(C(N2)=O)CC(C=O)NC([C@H](CC(C)C)NC(OCC2CCC(CC2)(F)F)=O)=O)CC1 (4,4-Difluorocyclohexyl)methyl ((2S)-1-((1-(8-acetyl-2-oxo-1,8-diazaspiro[4.5]decan-3-yl)-3-oxopropan-2-yl)amino)-4-methyl-1-oxopentan-2-yl)carbamate